N-heptadecenyl-diethanolamine C(=CCCCCCCCCCCCCCCC)N(CCO)CCO